(6-Fluorochroman-3-yl)(1-(2-hydroxyethyl)-6-(3-methoxy-1H-pyrazol-4-yl)-1H-indazol-3-yl)methanone FC=1C=C2CC(COC2=CC1)C(=O)C1=NN(C2=CC(=CC=C12)C=1C(=NNC1)OC)CCO